FC(=C(F)F)F (tetrafluoro)ethylene